CN1N=CC(=C1)C1=CC2=C(O[C@@H](CN2)[C@@H](C2=CC=CC=C2)NC[C@H](C)C2=CC=C(C=C2)CC(=O)O)N=C1 |o1:23| 2-(4-((R or S)-1-(((R)-((S)-7-(1-methyl-1H-pyrazol-4-yl)-2,3-dihydro-1H-pyrido[2,3-b][1,4]oxazin-3-yl)(phenyl)methyl)amino)propan-2-yl)phenyl)acetic acid